4,4'-bis(benzyloxy)-2-bromo-5,5'-diethyl-2'-fluoro-1,1'-biphenyl C(C1=CC=CC=C1)OC1=CC(=C(C=C1CC)C1=C(C=C(C(=C1)CC)OCC1=CC=CC=C1)F)Br